C1C=CC2=CC(=CC=C12)B(O)O 5-indenylboronic acid